BrC1=NN(C2=NC(=NC(=C21)C#N)Cl)C2OCCCC2 3-bromo-6-chloro-1-(tetrahydro-2H-Pyran-2-yl)-1H-pyrazolo[3,4-d]pyrimidine-4-carbonitrile